C1(CC1)C(=O)N1[C@H]([C@H](CCC1)NS(=O)(=O)C)CO[C@@H]1CC[C@@H](CC1)C1=C(C=CC=C1F)F N-((2R,3S)-1-(cyclopropylcarbonyl)-2-(((cis-4-(2,6-difluorophenyl)cyclohexyl)oxy)-methyl)piperidin-3-yl)methanesulfonamide